C(C)(C)(C)OC(=O)N[C@@H](CCCNC(N[N+](=O)[O-])=N)C(=O)O N-tert-butyloxycarbonyl-Nω-nitroarginine